C1C(CC(C1)=O)=O cyclopentane-2,4-dione